BrC=1C=2N(C(=CC1)N1CCC3(CN4N([C@@H](CC4)C4=CC(=CC(=C4)F)F)C3=O)CC1)N=CC2 (S)-1-(4-bromopyrazolo[1,5-a]pyridin-7-yl)-7'-(3,5-difluorophenyl)dihydro-1'H,3'H,5'H-spiro[piperidine-4,2'-pyrazolo[1,2-a]pyrazol]-1'-one